C(C(=C)C)(=O)OC(COC1=CC(=C(C=C1)N1N=C2C(=N1)C=CC=C2)O)COCC 1-(4-(2H-benzo[d][1,2,3]triazol-2-yl)-3-hydroxyphenoxy)-3-ethoxypropan-2-yl methacrylate